3-cyclopropyl-5-methoxy-1-tetrahydropyran-2-yl-pyrazolo[4,3-b]pyridine C1(CC1)C1=NN(C=2C1=NC(=CC2)OC)C2OCCCC2